benzyl 1-(2,2-difluoroethyl)-5-(furan-2-yl)-2-methyl-4-oxo-1,4-dihydropyridine-3-carboxylate FC(CN1C(=C(C(C(=C1)C=1OC=CC1)=O)C(=O)OCC1=CC=CC=C1)C)F